methyl 2-((4-(6-((4-cyano-2-fluorobenzyl) seleno) pyridin-2-yl) piperidin-1-yl) methyl)-1-(2-methoxyethyl)-1H-benzo[d]imidazole-6-carboxylate C(#N)C1=CC(=C(C[Se]C2=CC=CC(=N2)C2CCN(CC2)CC2=NC3=C(N2CCOC)C=C(C=C3)C(=O)OC)C=C1)F